COCCN1C=NC2=CC=C(C=C2C1=O)NC(=O)NC1=C(C=CC=C1)C(F)(F)F 1-(3-(2-methoxyethyl)-4-oxo-3,4-dihydroquinazolin-6-yl)-3-(2-(trifluoromethyl)phenyl)urea